methylsulfonyl-(pentafluoro)cyclotriphosphazene CS(=O)(=O)P1(=NP(=NP(=N1)(F)F)(F)F)F